Octylhydroxystearate CCCCCCCCOC(=O)CCCCCCCCCCCCCCCCCO